7-[(2R,3R,4R,5R)-4-benzyloxy-5-(benzyloxymethyl)-3-fluoro-tetrahydrofuran-2-yl]-4-chloro-5-fluoro-pyrrolo[2,3-d]pyrimidine C(C1=CC=CC=C1)O[C@H]1[C@H]([C@@H](O[C@@H]1COCC1=CC=CC=C1)N1C=C(C2=C1N=CN=C2Cl)F)F